tert-butyl ((5-(benzooxy)-1H-indol-2-yl)methyl)carbamate C(C1=CC=CC=C1)OC=1C=C2C=C(NC2=CC1)CNC(OC(C)(C)C)=O